ClC1=CC(=C(C=C1)C1=CC(=NC2=NC(=CN=C21)C)N2C[C@@H](OCC2)C=2C=NN(C2)C)F 8-(4-chloro-2-fluorophenyl)-3-methyl-6-((2S)-2-(1-methyl-1H-pyrazol-4-yl)-4-morpholinyl)pyrido[2,3-b]pyrazine